FC1(CCC1)N Fluorocyclobutan-1-amine